O1NC(C2=C1C(NC(C2([2H])[2H])([2H])[2H])([2H])[2H])=O 4,5,6,7-tetrahydroisoxazolo[5,4-c]pyridin-3(2H)-one-4,4,5,5,7,7-d6